trans-4,5-epoxy-2-decenal C(\C=C\C1C(CCCCC)O1)=O